([1,2,3]triazolo[1,5-a]pyridin-5-yl)phenol N1=NC=C2N1C=CC(=C2)C2=C(C=CC=C2)O